6-Sulfo-N-Acetyllactosamine S(=O)(=O)(O)C([C@@H]1[C@H]([C@@H]([C@H](C(O)O1)NC(C)=O)O)O[C@H]1[C@H](O)[C@@H](O)[C@@H](O)[C@H](O1)CO)O